N1N=CC=2OCCNC21 1,5,6,7-tetrahydropyrazolo[4,3-b][1,4]oxazine